(S)-N-(3-bromo-2-fluorophenyl)-7-((3-(methylamino)azetidin-1-yl)methyl)-7,8-dihydro-[1,4]dioxino[2,3-g]quinazolin-4-amine BrC=1C(=C(C=CC1)NC1=NC=NC2=CC3=C(C=C12)O[C@H](CO3)CN3CC(C3)NC)F